3,4-dichloro-5-bromo-1,2-diazine ClC=1N=NC=C(C1Cl)Br